COC=1C=C2C(CN(CC2=CC1N)C)(C)C 6-methoxy-2,4,4-trimethyl-1,2,3,4-tetrahydroisoquinolin-7-amine